7-Fluoro-1-{2-[6-(1H-indol-3-yl)-pyrimidin-4-ylamino]-ethyl}-4-methoxy-1H-indol-2-carbonitril FC=1C=CC(=C2C=C(N(C12)CCNC1=NC=NC(=C1)C1=CNC2=CC=CC=C12)C#N)OC